(5-amino-6-methoxy-2-(4-methylpiperazin-1-yl)pyridin-3-yl)acrylamide NC=1C=C(C(=NC1OC)N1CCN(CC1)C)C(C(=O)N)=C